1-(3-fluorobicyclo[1.1.1]pentan-1-yl)-4-((5-(pyridin-3-yl)isoxazol-3-yl)methyl)-1,4-dihydropyrazine-2,3-dione FC12CC(C1)(C2)N2C(C(N(C=C2)CC2=NOC(=C2)C=2C=NC=CC2)=O)=O